N1(N=CC=C1)CC1=C(C=C(C(=O)N[S@](=O)(=N)C2=C(C(=CC=C2OC)Cl)OC)C=C1)OC (R)-4-((1H-pyrazol-1-yl)methyl)-N-(3-chloro-2,6-dimethoxyphenylsulfonimidoyl)-3-methoxybenzamide